(S)-N-((2S,3R)-3-(benzyloxy)-1-(methylamino)-1-oxobutan-2-yl)-2-(2-cyclopropylacetyl)-6-(1H-pyrazole-4-carbonyl)-2,6-diazaspiro[3.4]octane-8-carboxamide C(C1=CC=CC=C1)O[C@@H]([C@@H](C(=O)NC)NC(=O)[C@@H]1CN(CC12CN(C2)C(CC2CC2)=O)C(=O)C=2C=NNC2)C